7-oxabicyclo[4.1.0]heptane-3-carboxylate C12CC(CCC2O1)C(=O)[O-]